COC1=C(C=CC=C1)NC1=C(C(=O)NC2=CC(=NN2C)C(F)(F)F)C=CC=C1 2-((2-methoxyphenyl)amino)-N-(1-methyl-3-(trifluoromethyl)-1H-pyrazol-5-yl)benzamide